dimethyl-aminoethaneN CC(=CN)C